N-(3-methyl-2-pyridyl)-4-(1,7-diaza-7-spiro[4.4]nonyl)-5-(3,5-difluorophenyl)nicotinamide CC=1C(=NC=CC1)NC(C1=CN=CC(=C1N1CC2(CCCN2)CC1)C1=CC(=CC(=C1)F)F)=O